C(=C)C1=CC=C(C(=O)NC(=S)N)C=C1 N-(4-vinylbenzoyl)-thiourea